Cl.ClC=1C=CC(=C(C1)C1=NN(C=C1NC(=O)C=1C=NN2C1N=CC=C2)CC(=O)N2CC1CN(CC1C2)CC)OC(F)F pyrazolo[1,5-a]pyrimidine-3-carboxylic acid {3-(5-chloro-2-difluoromethoxyphenyl)-1-[2-(5-ethyl-hexahydro-pyrrolo[3,4-c]pyrrol-2-yl)-2-oxoethyl]-1H-pyrazol-4-yl} amide hydrochloride